[OH-].[Fe+2].[OH-] iron (ii) hydroxide